FC(CN1CC(CC1)NC(=O)[C@H]1N([C@@H]2C[C@@H]2C1)C(=O)OC(C)(C)C)(F)F (1R,3S,5R)-tert-butyl 3-(1-(2,2,2-trifluoroethyl) pyrrolidin-3-ylcarbamoyl)-2-azabicyclo[3.1.0]hexane-2-carboxylate